C[C@H]1N(CCN(C1)C)[C@H](C(=O)NC=1C=CC=C2C(=CNC12)C1=NC(=NC=C1C)NC1=C(C(=CC=C1)S(=O)(=O)C)F)C (S)-2-((R)-2,4-dimethylpiperazin-1-yl)-N-(3-(2-((2-fluoro-3-(methylsulfonyl)phenyl)amino)-5-methyl-pyrimidin-4-yl)-1H-indol-7-yl)propanamide